CN(C1CCC(CC1)NC(OC(C)(C)C)=O)CC1CCN(CC1)C1=CC=C(C=C1)[N+](=O)[O-] tert-butyl N-[4-[methyl-[[1-(4-nitrophenyl)-4-piperidyl]methyl]amino]cyclohexyl]carbamate